ClC1=C(C=C(C(=C1)F)[N+](=O)[O-])C1=NOC(C1)(C(=O)OCC)C ethyl 3-(2-chloro-4-fluoro-5-nitro-phenyl)-5-methyl-4H-isoxazole-5-carboxylate